5-[4-[[(4,5-dimethyl-2-pyridinyl)amino]methyl]-2-fluoro-6-hydroxy-phenyl]-1,1-dioxo-1,2,5-thiadiazolidin-3-one CC1=CC(=NC=C1C)NCC1=CC(=C(C(=C1)O)N1CC(NS1(=O)=O)=O)F